COC1=CC=C(C=C1)C1=NOC(=N1)N1CCC(CC1)C(=O)NCC1CN(CC1)CC1=CN=CS1 1-(3-(4-Methoxyphenyl)-1,2,4-oxadiazol-5-yl)-N-((1-(thiazol-5-ylmethyl)pyrrolidin-3-yl)methyl)piperidine-4-carboxamide